C(C=C)(=O)N1[C@H](CN(CC1)C1=NC(=NC=2CC(CCC12)N1CCC2=CC=CC(=C12)C)OCCN1CCOCC1)CC#N 2-((2S)-1-Acryloyl-4-(7-(7-methylindolin-1-yl)-2-(2-morpholinoethoxy)-5,6,7,8-tetrahydroquinazolin-4-yl)piperazin-2-yl)acetonitrile